C(C1=CC=CC=C1)NC(=O)C1(CCOCC1)N(C(C=C)=O)CC1=CC(=CC=C1)O N-Benzyl-4-(N-(3-hydroxybenzyl)acrylamido)tetrahydro-2H-pyran-4-carboxamide